4-ethyl-4'-fluoro-benzophenone C(C)C1=CC=C(C(=O)C2=CC=C(C=C2)F)C=C1